4-chloro-5',6'-dihydro-[2,3'-bipyridine] ClC1=CC(=NC=C1)C=1C=NCCC1